N-(4-(4-Amino-6-ethynyl-5-(quinolin-3-yl)-7H-pyrrolo[2,3-d]pyrimidin-7-yl)bicyclo-[2.2.1]heptan-1-yl)-1-phenyl-1H-pyrazole-5-carboxamide NC=1C2=C(N=CN1)N(C(=C2C=2C=NC1=CC=CC=C1C2)C#C)C21CCC(CC2)(C1)NC(=O)C1=CC=NN1C1=CC=CC=C1